ClC1=C(C=CC(=C1)[N+](=O)[O-])OC(F)F 2-chloro-1-(difluoromethoxy)-4-nitro-benzene